2-(3-{6-[3-(2-hydroxyphenyl)-6-methylpyrido[3,2-c]pyridazin-7-yl]-2,6-diazaspiro[3.3]heptan-2-yl}-1,2-oxazol-5-yl)-3-methylbutanoic acid OC1=C(C=CC=C1)C1=CC2=C(N=N1)C=C(C(=N2)C)N2CC1(CN(C1)C1=NOC(=C1)C(C(=O)O)C(C)C)C2